CC(C)C[C@@H](C(=O)N[C@@H](CC(=O)O)C(=O)N[C@@H](CC(=O)O)C(=O)O)NC(=O)[C@H](CC(=O)N)N The molecule is a tetrapeptide composed of L-asparagine, L-leucine and two L-aspartic acid units joined in sequence by peptide linkages. It has a role as a metabolite. It derives from a L-asparagine, a L-leucine and a L-aspartic acid.